ClC1=C(OC=2C(=CC(=C(C2)NC(=O)C2N(C(NC2)=O)C)OC)F)C=CC(=C1)C(F)(F)F N-(5-(2-chloro-4-(trifluoromethyl)phenoxy)-4-fluoro-2-methoxyphenyl)-3-methyl-2-oxoimidazolidine-4-carboxamide